2-Oxo-1,2-dihydropyrrolo[4,3,2-de]quinoline O=C1NC=2C3=C1C=CN=C3C=CC2